Cl.Cl.C(C)N1C=NC=C1CN 1-(1-ethyl-1H-imidazol-5-yl)methanamine, dihydrochloride salt